C(C)OC(=O)C=1C(=NN2C1O[C@@H](CC2)C)C2CCCCC2 (5R)-2-cyclohexyl-5-methyl-6,7-dihydro-5H-pyrazolo[5,1-b][1,3]oxazine-3-carboxylic acid ethyl ester